N-hydroxymethyl-N-(1,3-bis(hydroxymethyl)-2,5-dioxoimidazolin-4-yl)-N'-methylolurea OCN(C(=O)NCO)C1N(C(N(C1=O)CO)=O)CO